(1S,2S,5R)-3-(5-bromo-7-chloro-2-(ethylsulfanyl)-8-fluoropyrido[4,3-d]pyrimidin-4-yl)-2-((S)-1-hydroxypropyl)-3,8-diazabicyclo[3.2.1]octane-8-carboxylic acid tert-butyl ester C(C)(C)(C)OC(=O)N1[C@@H]2[C@H](N(C[C@H]1CC2)C=2C1=C(N=C(N2)SCC)C(=C(N=C1Br)Cl)F)[C@H](CC)O